4-[(4-chloro-6-fluoro-3-quinolinyl)sulfonyl]morpholine ClC1=C(C=NC2=CC=C(C=C12)F)S(=O)(=O)N1CCOCC1